C(C1=CC=CC=C1)NCCCCCCCN N-benzylheptane-1,7-diamine